O=[W]=O bis-oxotungsten